4,4'-cyclohexylidenebis[phenol] C1(CCCCC1)(C1=CC=C(C=C1)O)C1=CC=C(C=C1)O